C(=O)(OCC1C2=CC=CC=C2C2=CC=CC=C12)C(C(C(=O)O)(C)C)N Fmoc-3-amino-2,2-dimethyl-propionic acid